Sodium 2-iodobenzenesulfonate IC1=C(C=CC=C1)S(=O)(=O)[O-].[Na+]